4,6-dichloro-1-cyclobutyl-3-methyl-1H-pyrazolo[3,4-d]pyrimidine ClC1=C2C(=NC(=N1)Cl)N(N=C2C)C2CCC2